(4-(isobutylamino)-2-(methylthio)pyrimidin-5-yl)methanol C(C(C)C)NC1=NC(=NC=C1CO)SC